CC1=C(C=C(C=C1)C1=CN(C(C2=CC=CC=C12)=O)C)NS(=O)(=O)CC Ethanesulfonic acid [2-methyl-5-(2-methyl-1-oxo-1,2-dihydro-isoquinolin-4-yl)-phenyl]-amide